N-hydroxy-3-[(4-methylpyrimidin-2-yl)sulfanyl]pyridazine-4-carboximidamide ONC(=N)C1=C(N=NC=C1)SC1=NC=CC(=N1)C